FC1=C(C=CC=C1)C1=CC(=CN1S(=O)(=O)C1=CC=C(C=C1)F)CNC([2H])([2H])[2H] N-((5-(2-fluorophenyl)-1-((4-fluorophenyl)sulfonyl)-1H-pyrrol-3-yl)methyl)methan-d3-amine